N-(5-((6-ethyl-3,6-diazabicyclo[3.1.1]heptan-3-yl)methyl)pyridin-2-yl)-5-fluoro-4-(5-fluoro-2,3-dihydrospiro[benzo[d]pyrrolo[1,2-a]imidazole-1,1'-cyclopropan]-7-yl)pyrimidin-2-amine C(C)N1C2CN(CC1C2)CC=2C=CC(=NC2)NC2=NC=C(C(=N2)C2=CC1=C(N=C3N1C1(CC1)CC3)C(=C2)F)F